5-Chloro-2-((6-methoxypyridin-3-yl)amino)benzoic acid ClC=1C=CC(=C(C(=O)O)C1)NC=1C=NC(=CC1)OC